C(CCC)C1=NC=C(N=C1C)C 2-butyl-3,5-dimethylpyrazine